C(C)O[Si](CCCNC(OCC1=CC(OC2=CC(=C(C=C12)Br)OC(=O)OC(C)(C)C)=O)=O)(OCC)OCC 6-bromo-7-tert-butoxycarbonyloxycoumarin-4-ylmethyl 3-(triethoxysilyl)propylcarbamate